2-(pyrenyl-amino)acethydrazide C1(=CC=C2C=CC3=CC=CC4=CC=C1C2=C34)NCC(=O)NN